5,7-dimethyl-adamantane-diol CC12CC3C(C(CC(C1)(C3)C)(C2)O)O